FC(C(=O)O)(F)F.NC1=NN2C(N=CC=C2)=C1C(=O)NC(C)C=1C=C(C=2N(C1N1CCC3(COC(N3)=O)CC1)C=NC2)Cl 2-Amino-N-{1-[8-chloro-5-(2-oxo-3-oxa-1,8-diazaspiro[4.5]dec-8-yl)imidazo[1,5-a]pyridin-6-yl]ethyl}pyrazolo[1,5-a]pyrimidine-3-carboxamide trifluoroacetate